C(C)C(CCOC(=O)C(C)C(CC=CC)C(=O)OCCC(=C)CC)=C hept-5-ene-2,3-dicarboxylic acid di(3-ethyl-3-butenyl) ester